S(=O)(=O)(O)CCCCNC(=O)N sulfobutylurea